C(C=C)(=O)OCCOCCOC(C=C)=O diethyleneglycol bisacrylate